O=C1N(CCC1)C1=CC=C(C=C1)C=1C=C(C=NC1)C1=C2C(=NC=C1OC1CN(CCC1)C(=O)OC(C)(C)C)N(C=C2)[Si](C(C)C)(C(C)C)C(C)C tert-Butyl 3-[4-[5-[4-(2-oxopyrrolidin-1-yl)phenyl]-3-pyridyl]-1-triisopropylsilyl-pyrrolo[2,3-b]pyridin-5-yl]oxypiperidine-1-carboxylate